C(C)OC(CNC(=O)[C@H]1[C@@H](CC[C@H](C1)C)C(C)C)=O ethyl-2-[[(1R,2S,5R)-5-methyl-2-propan-2-ylcyclohexanecarbonyl] amino]acetate